C1(CC=CCC1)N1N=C(C=C1C)C 1-(3-cyclohexenyl)-3,5-dimethyl-1H-pyrazole